acetylAmine C(C)(=O)N